FC(C(C)(O)C1(CC1)CO)(F)F 1,1,1-trifluoro-2-(1-(hydroxymethyl)cyclopropyl)propan-2-ol